6-[4-[(3S)-3-(5-cyano-3-pyridinyl)isoxazolidine-2-carbonyl]-1-piperidinyl]-5-fluoro-pyrimidine-4-carboxylic acid C(#N)C=1C=C(C=NC1)[C@H]1N(OCC1)C(=O)C1CCN(CC1)C1=C(C(=NC=N1)C(=O)O)F